4-(4-fluorophenoxyphenyl)picolinamide FC1=CC=C(OC2=C(C=CC=C2)C2=CC(=NC=C2)C(=O)N)C=C1